O[C@]1(C[C@H]2CC[C@H]3[C@@H]4CC[C@@H](C[C@]4(CC[C@@H]3[C@H]2CC1)C)C(CN1N=CC(=C1)C#N)=O)C 1-(2-((2S,4aS,4bR,6aR,8R,10aS,10bR,12aR)-8-hydroxy-8,12a-dimethyloctadecahydrochrysen-2-yl)-2-oxoethyl)-1H-pyrazole-4-carbonitrile